trimethylolpropane tris((β-aziridinyl) propionate) N1(CC1)CCC(=O)O.N1(CC1)CCC(=O)O.N1(CC1)CCC(=O)O.C(O)C(CC)(CO)CO